2-[4-(bromomethyl)-3-fluorophenyl]-4-[(2,6-difluorophenyl)methyl]-1,2,4-triazol-3-one BrCC1=C(C=C(C=C1)N1N=CN(C1=O)CC1=C(C=CC=C1F)F)F